4,4'-(((5-tert-butyl-1,3-phenylene)bis(methylene))bis(oxy))bis(3-fluorobenzamidine) dihydrochloride Cl.Cl.C(C)(C)(C)C=1C=C(C=C(C1)COC1=C(C=C(C(=N)N)C=C1)F)COC1=C(C=C(C(=N)N)C=C1)F